BrC=1C=CC(=C(C1)C(C)=O)N1C=NC(=C1)C1CC1 1-[5-bromo-2-(4-cyclopropylimidazol-1-yl)phenyl]ethanone